C(C)OC(C1=C(C=C(C=C1)C(F)(F)F)N1CCOCC1)=O 2-morpholino-4-(trifluoromethyl)-benzoic acid ethyl ester